N-(6-(6-(difluoromethyl)imidazo[1,2-a]pyridin-3-yl)pyridin-2-yl)-6-azaspiro[3.4]octan-2-amine FC(C=1C=CC=2N(C1)C(=CN2)C2=CC=CC(=N2)NC2CC1(C2)CNCC1)F